4-(4-aminophenoxy)piperidine-1-carboxylate NC1=CC=C(OC2CCN(CC2)C(=O)[O-])C=C1